2-(4-methoxyphenyl)-3-methylaniline COC1=CC=C(C=C1)C1=C(N)C=CC=C1C